ClC1=C(C=CC=C1C1=NC=CC(=C1Cl)C1=NC(=C(C=C1)CNC[C@@H]1NC(CC1)=O)OC)NC(C1=NC=C(C(=C1)OC)CN1CC(C1)OC)=O (R)-N-(2-chloro-3-(3'-chloro-6-methoxy-5-((((5-oxopyrrolidin-2-yl)methyl)amino)methyl)-[2,4'-bipyridin]-2'-yl)phenyl)-4-methoxy-5-((3-methoxyazetidin-1-yl)methyl)picolinamide